6-benzyl-5-hydroxy-1,3,8-trimethylpyrido[2,3-d]pyrimidine-2,4,7(1H,3H,8H)-trione C(C1=CC=CC=C1)C1=C(C2=C(N(C(N(C2=O)C)=O)C)N(C1=O)C)O